(2-(4-(methoxycarbonyl)phenyl))-4-(1-methyl-1H-1,2,3-triazole-4-yl)piperidin COC(=O)C1=CC=C(C=C1)C1NCCC(C1)C=1N=NN(C1)C